CC1=C(C(=CC(=C1)C)C)C(=O)C(O)C1=CC=CC=C1 2,4,6-Trimethylbenzoin